2-[(diphenylmethylidene)amino]-3-[2-(3-methyl-2-oxo-1,3-benzoxazol-5-yl)-1-benzothiophen-5-yl]propanenitrile C1(=CC=CC=C1)C(C1=CC=CC=C1)=NC(C#N)CC=1C=CC2=C(C=C(S2)C=2C=CC3=C(N(C(O3)=O)C)C2)C1